1-amino-2-(3-hydroxy-2,6-dimethylphenyl)-7-(pyridin-2-yl)-2,8-dihydro-9H-2,3,5,8-tetraazabenzo[cd]azulen-9-one NC=1N(C2=C3C(C=C(NC(C13)=O)C1=NC=CC=C1)=NC=N2)C2=C(C(=CC=C2C)O)C